F[C@@H]1CN(CC[C@@H]1NC=1C=2C=C(N(C2C=CC1)CC(F)(F)F)C=1OC(=NN1)CNC1=CC(=CC=C1)S(=O)(=O)C)C |r| (+/-)-N-[(3R,4S)-3-fluoro-1-methylpiperidin-4-yl]-2-(5-{[(3-methanesulfonyl-phenyl)amino]methyl}-1,3,4-oxadiazol-2-yl)-1-(2,2,2-trifluoroethyl)-1H-indol-4-amine